C(C=C)N1N(C2=NC(=NC=C2C1=O)SC)C1=CC=C2C(=N1)[C@@](CC2)(O)CC (R)-2-allyl-1-(7-ethyl-7-hydroxy-6,7-dihydro-5H-cyclopenta[b]pyridin-2-yl)-6-(methylthio)-1,2-dihydro-3H-pyrazolo[3,4-d]pyrimidin-3-one